N,N,2-trimethylthieno[2,3-d]pyrimidine-6-carboxamide CN(C(=O)C1=CC2=C(N=C(N=C2)C)S1)C